6-(4-Bromo-2-chloro-phenylamino)-7-fluoro-3-methyl-3H-benzoimidazole-5-carboxylic acid (2-hydroxy-1,1-dimethyl-ethoxy)-amide OCC(ONC(=O)C1=CC2=C(N=CN2C)C(=C1NC1=C(C=C(C=C1)Br)Cl)F)(C)C